Cl.NCCNC=1C(=NON1)C1=NOC(N1C1=CC(=C(C=C1)F)Br)=O 3-(4-((2-aminoethyl)amino)-1,2,5-oxadiazol-3-yl)-4-(3-bromo-4-fluorophenyl)-1,2,4-oxadiazol-5(4H)-one-hydrochloride